N-[(4Z)-8-chloro-2H,3H-pyrano[3,2-b]pyridin-4-ylidene]hydroxylamine ClC1=C2C(=NC=C1)\C(\CCO2)=N/O